2,2-bis[4-(2-hydroxyl-3-methacryloxypropoxy)phenyl]propane 1-benzylcyclobutyl-((S)-1-(((S)-1-hydroxy-3-((S)-2-oxopyrrolidin-3-yl)propan-2-yl)amino)-4-methyl-1-oxopentan-2-yl)carbamate C(C1=CC=CC=C1)C1(CCC1)N(C(O)=O)[C@H](C(=O)N[C@H](CO)C[C@H]1C(NCC1)=O)CC(C)C.OC(COC1=CC=C(C=C1)C(C)(C)C1=CC=C(C=C1)OCC(COC(C(=C)C)=O)O)COC(C(=C)C)=O